4-(8-bromonaphthalen-1-yl)butan-1-ol BrC=1C=CC=C2C=CC=C(C12)CCCCO